FC1=C2CN(C(C2=CC=C1C[C@@H]1[C@H](CCCC1)NCC1COC1)=O)C1C(NC(CC1)=O)=O 3-(4-fluoro-5-(((1R,2S)-2-((oxetan-3-ylmethyl)amino)cyclohexyl)methyl)-1-oxoisoindolin-2-yl)piperidine-2,6-dione